4,4,5,5-tetramethyl-2-(spiro[fluorene-9,9'-xanthene]-2'-yl)-1,3,2-dioxaborolane CC1(OB(OC1(C)C)C1=CC=2C3(C4=CC=CC=C4OC2C=C1)C1=CC=CC=C1C=1C=CC=CC13)C